C(C)(=O)OC[C@@H]1NCCN(C1)C=1C2=C(N(C(N1)=O)C=1C(=NC=CC1C)C(C)C)N=C(C(=C2)C2CC2)C2=C(C=CC=C2)OC (R)-(4-(6-cyclopropyl-1-(2-isopropyl-4-methylpyridin-3-yl)-7-(2-methoxyphenyl)-2-oxo-1,2-dihydropyrido[2,3-d]pyrimidin-4-yl)piperazin-2-yl)methyl acetate